[4-(7-difluoromethyl-1,2,3,4-tetrahydroquinolin-6-yl)-pyrazol-1-yl]Acetonitrile FC(C1=C(C=C2CCCNC2=C1)C=1C=NN(C1)CC#N)F